CC12C3=C(C(CC4=C1C=CC=C4)N2C(=O)OCCSSC=2C=NC=CC2)C=CC=C3 2-(pyridin-3-yldisulfaneyl)ethyl 5-methyl-10,11-dihydro-5H-5,10-epiminodibenzo[a,d][7]annulene-12-carboxylate